O(P(O)(=O)OP(=O)(O)OP(=O)(O)O)C[C@]1(O[C@H]([C@@H]([C@@H]1O)O)N1C=C(C2=C1N=CN=C2N)F)F ((2S,3S,4R,5R)-5-(4-amino-5-fluoro-7H-pyrrolo[2,3-d]pyrimidin-7-yl)-2-fluoro-3,4-dihydroxytetrahydrofuran-2-yl)methyl tetrahydrogen triphosphate